1,5-dinitrooxypentane [N+](=O)([O-])OCCCCCO[N+](=O)[O-]